S1CC(C=C1)=O 3-thienone